FC(C=1C(=CC=2N(N1)C(=CN2)C=2C(=NC=CC2)N[C@H]2CNC[C@@H]2F)OC)F (6-(difluoromethyl)-7-methoxyimidazo[1,2-b]pyridazin-3-yl)-N-((3S,4S)-4-fluoropyrrolidin-3-yl)pyridin-2-amine